4-chloro-2-[(4-methoxyphenyl)methyl]-5,6,7,8-tetrahydrophthalazin-1-one ClC1=NN(C(C=2CCCCC12)=O)CC1=CC=C(C=C1)OC